ClC1=NN2C(N=CC3=C2C(CC3C(=O)NC=3C=NC(=C(C3)Cl)C3=NN=NN3CCO)(C)C)=C1 2-chloro-N-(5-chloro-6-(1-(2-hydroxyethyl)-1H-tetrazol-5-yl)pyridin-3-yl)-8,8-dimethyl-7,8-dihydro-6H-cyclopenta[e]pyrazolo[1,5-a]pyrimidine-6-carboxamide